[Mg].[Zn] zinc, magnesium salt